6-(4,4,5,5-tetramethyl-1,3,2-dioxaborolan-2-yl)-4H-1,4-benzoxazin-3-one CC1(OB(OC1(C)C)C=1C=CC2=C(NC(CO2)=O)C1)C